methyl 4-((4-(3-(2,4-dioxotetrahydropyrimidin-1(2H)-yl)-1-methyl-1H-indazol-6-yl)piperidin-1-yl)sulfonyl)piperidine-1-carboxylate O=C1N(CCC(N1)=O)C1=NN(C2=CC(=CC=C12)C1CCN(CC1)S(=O)(=O)C1CCN(CC1)C(=O)OC)C